5-bromo-4-hydroxy-1-isobutyl-N-(3-methylpyridin-2-yl)-2-oxo-1,2-dihydroquinoline-3-carboxamide BrC1=C2C(=C(C(N(C2=CC=C1)CC(C)C)=O)C(=O)NC1=NC=CC=C1C)O